C(CCC)NC1=CC=CC=C1 butylphenyl-Amine